N(=[N+]=[N-])C=1C=NN(C1)C1OCCCC1 4-azido-1-(tetrahydro-2H-pyran-2-yl)-1H-pyrazole